O1CCOC2=CC3=C(C(N4C(O3)CCC4)=O)C=C21 2,3,6a,7,8,9-hexahydro-11H-[1,4]dioxino[2',3':4,5]benzo[1,2-e]pyrrolo[2,1-b][1,3]oxazin-11-one